1-(3-(pyridin-4-yl)-1H-pyrazol-5-yl)-4-(3,4,5-trifluorophenyl)piperidin-2-one N1=CC=C(C=C1)C1=NNC(=C1)N1C(CC(CC1)C1=CC(=C(C(=C1)F)F)F)=O